OC(C(=O)O)(CCC(=O)O)O 2,2-dihydroxyglutaric acid